C(C)(C)C=1C=NN2C1N=C(N=C2NC2CCN(CC2)C(=O)OC(C)(C)C)N[C@H](COC)C (S)-tert-butyl 4-((8-isopropyl-2-((1-methoxypropan-2-yl)amino)pyrazolo[1,5-a][1,3,5]triazin-4-yl)amino)piperidine-1-carboxylate